3-methyl-6-(pyrimidin-5-yl)pyridine methyl-formate COC=O.CC=1C=NC(=CC1)C=1C=NC=NC1